2-((4-((1H-Indazol-5-yl)ethynyl)-[2,4'-bipyrimidin]-2'-yl)amino)-1-(4-methylpiperazin-1-yl)ethanone N1N=CC2=CC(=CC=C12)C#CC1=NC(=NC=C1)C1=NC(=NC=C1)NCC(=O)N1CCN(CC1)C